(1S,2S)-N-(3-(6-butyryl-4-methylpyridin-3-yl)-2-cyano-1,6-naphthyridin-7-yl)-2-fluorocyclopropane-1-carboxamide C(CCC)(=O)C1=CC(=C(C=N1)C=1C(=NC2=CC(=NC=C2C1)NC(=O)[C@H]1[C@H](C1)F)C#N)C